ClC=1C=CC(=NC1)C1=C(C=C(C=C1)C1=NNC(OC1)=O)C(F)(F)F 5-[4-(5-chloropyridin-2-yl)-3-(trifluoromethyl)phenyl]-3,6-dihydro-2H-1,3,4-oxadiazin-2-one